C1(CC1)C=1C=C(C(=NC1)C=1OC2=C(N1)C=C(C=C2)S(=O)(=O)C(F)(F)F)S(=O)(=O)CC 2-(5-cyclopropyl-3-ethylsulfonyl-2-pyridyl)-5-(trifluoromethylsulfonyl)-1,3-benzoxazole